ClC1=CC=C(C=C1)C(N1C[C@@H](N(C[C@H]1CC)C=1C=2N=CN(C2N2C(N1)=NN=C2)C[C@H]2OCCC2)C)C2CC(C2)(F)F 4-((2S,5R)-4-((4-chlorophenyl)(3,3-difluorocyclobutyl)methyl)-5-ethyl-2-methylpiperazin-1-yl)-1-(((S)-tetrahydrofuran-2-yl)methyl)-1H-[1,2,4]triazolo[3,4-b]purine